N-(3-((2-(3-(but-3-yn-1-yl)-3H-diazirin-3-yl)ethyl)(ethyl)amino)propyl)-2-(4-(methylcarbamoyl)phenyl)benzo[d]imidazo[2,1-b]thiazole-7-carboxamide hemi-formate C(=O)O.C(CC#C)C1(N=N1)CCN(CCCNC(=O)C1=CC2=C(N3C(S2)=NC(=C3)C3=CC=C(C=C3)C(NC)=O)C=C1)CC.C(CC#C)C1(N=N1)CCN(CC)CCCNC(=O)C1=CC3=C(N2C(S3)=NC(=C2)C2=CC=C(C=C2)C(NC)=O)C=C1